CC1(C(C=CC=C1)\C=C\C=1C(OC2=CC(=CC=C2C1)N1CCCC1)=O)C (E)-3,3-dimethyl-2-(2-(2-oxo-7-(pyrrolidin-1-yl)-2H-chromen-3-yl)vinyl)-3H-benzol